2-oxo-6-(piperidine-1-carbonyl)-1,2-dihydrospiro[pyrido[2,3-b][1,4]oxazine-3,3'-pyrrolidine]-1'-carbonitrile O=C1NC2=C(OC13CN(CC3)C#N)N=C(C=C2)C(=O)N2CCCCC2